2-(pyridin-3-yloxy)benzamide N1=CC(=CC=C1)OC1=C(C(=O)N)C=CC=C1